C(C)OC1=NC=CC=C1C1=CC=C(C(=N1)C=O)N1C[C@@H]2N(C[C@H]1CC)C(N(C2)C2=C(C#N)C=C(C=C2)Cl)=O 2-[(6R,8aS)-7-[6-(2-ethoxy-3-pyridyl)-2-formyl-3-pyridyl]-6-ethyl-3-oxo-5,6,8,8a-tetrahydro-1H-imidazo[1,5-a]pyrazin-2-yl]-5-chloro-benzonitrile